C(=C)C1=CC=C(C(=O)[O-])C=C1 4-vinylbenzoate